NC1=C2N=CN(C2=NC=N1)C[C@@H](C)OC[P@](=O)(OC1=CC=CC=C1)NC(C(=O)[O-])C ((S)-(((((R)-1-(6-amino-9H-purin-9-yl)propan-2-yl)oxy)methyl)(phenoxy)phosphoryl)amino)propanoate